(S)-3-((4-chloro-1-methyl-1H-pyrazol-5-yl)methyl)-2-(((R)-1-methyl-4,5,6,7-tetrahydro-1H-benzo[d][1,2,3]triazol-5-yl)methyl)isoindolin-1-one ClC=1C=NN(C1C[C@@H]1N(C(C2=CC=CC=C12)=O)C[C@H]1CC2=C(N(N=N2)C)CC1)C